C(C)C1C(N(CC1)C=C)=O Ethyl-N-vinyl-2-pyrrolidone